N-[2-(4-{2-[(4-{[6-(5-Chloro-2-Fluorophenyl)Pyridazin-4-yl]Amino}Quinolin-7-yl)Oxy]Ethyl}Piperazin-1-yl)Ethyl]Acetamid ClC=1C=CC(=C(C1)C1=CC(=CN=N1)NC1=CC=NC2=CC(=CC=C12)OCCN1CCN(CC1)CCNC(C)=O)F